2-[[3-cyano-6-(5-quinolyl)-4-quinolyl]amino]benzoic acid C(#N)C=1C=NC2=CC=C(C=C2C1NC1=C(C(=O)O)C=CC=C1)C1=C2C=CC=NC2=CC=C1